N1(N=NN=C1)CCCCN1N=NN=C1 1,4-di(tetrazol-1-yl)butane